N-(5-(((5-(tert-butyl)oxazol-2-yl)methyl)thio)thiazol-2-yl)-4-(1-((2-(2,6-dioxopiperidin-3-yl)-1,3-dioxoisoindolin-5-yl)methyl)piperidin-4-yl)piperazine-1-carboxamide C(C)(C)(C)C1=CN=C(O1)CSC1=CN=C(S1)NC(=O)N1CCN(CC1)C1CCN(CC1)CC=1C=C2C(N(C(C2=CC1)=O)C1C(NC(CC1)=O)=O)=O